OC1CN(CC1)C1=CC(=NC=2N1N=C(C2)C(=O)OCC)C2=CC=CC=C2 ethyl 7-(3-hydroxypyrrolidin-1-yl)-5-phenylpyrazolo[1,5-a]pyrimidine-2-carboxylate